C(C(=C)C)(=O)OC(CCCCCCCCCCCCCCCCCCCCC)=O docosanoyl methacrylate